C1(=CC=CC=C1)OC(NC=1SC=C(N1)C(C#C)(C)C1=CC=C(C=C1)Cl)=O [4-[1-(4-chlorophenyl)-1-methyl-prop-2-ynyl]thiazol-2-yl]carbamic acid phenyl ester